ClC=1C(=NC(=NC1)NC1CCOCC1)C1=CC=C2CN(C(C2=C1)=O)CC(=O)NC(C)C=1N=C2N(C=CC=C2)C1 2-(6-{5-chloro-2-[(oxan-4-yl)amino]pyrimidin-4-yl}-1-oxo-2,3-dihydro-1H-isoindol-2-yl)-N-(1-{imidazo[1,2-a]pyridin-2-yl}ethyl)acetamide